4,7-diphenyl-benzotriazol Tert-butyl-(S)-(3-(3-bromo-5-fluorophenyl)-3-hydroxypropoxy)carbamate C(C)(C)(C)N(C(O)=O)OCC[C@H](O)C1=CC(=CC(=C1)F)Br.C1(=CC=CC=C1)C1=CC=C(C=2NN=NC21)C2=CC=CC=C2